4-(p-methylphenyl-mercapto)-1-(4-trifluoromethyl-phenyl)1H-1,2,3-triazole CC1=CC=C(C=C1)SC=1N=NN(C1)C1=CC=C(C=C1)C(F)(F)F